1-(((1s,4s)-4-aminocyclohexyl)methyl)-1,3-dihydro-2H-benzo[d]imidazol-2-one NC1CCC(CC1)CN1C(NC2=C1C=CC=C2)=O